[SiH3]CC silapropane